CC1=C(C(OC2=CC=C(C=C12)OC1OCCCC1)C1=CC=C(C=C1)/C=C/CO)C1=CC(=CC=C1)OC1OCCCC1 (E)-3-(4-{4-methyl-6-(tetrahydropyran-2-yloxy)-3-[3-(tetrahydropyran-2-yloxy)phenyl]-2H-chromen-2-yl}phenyl)prop-2-en-1-ol